1-(6-bromopyridin-2-yl)-1-cyclopropylethan-1-ol BrC1=CC=CC(=N1)C(C)(O)C1CC1